di(tetracosyl)amine C(CCCCCCCCCCCCCCCCCCCCCCC)NCCCCCCCCCCCCCCCCCCCCCCCC